5-(2-chloro-4-fluorobenzyl)-4-(4-fluorobenzyl)-2-methyl-2,4-dihydro-3H-1,2,4-triazol-3-one ethyl-2-(2-chloro-4-fluorophenyl)acetimidate hydrochloride Cl.C(C)OC(CC1=C(C=C(C=C1)F)Cl)=N.ClC1=C(CC=2N(C(N(N2)C)=O)CC2=CC=C(C=C2)F)C=CC(=C1)F